(2S,5R)-((benzyloxy)amino)piperidine C(C1=CC=CC=C1)ONN1CCCCC1